1-(2-(1-Methyl-1H-tetrazol-5-yl)phenyl)hexan-1-ol CN1N=NN=C1C1=C(C=CC=C1)C(CCCCC)O